NC=1C=C(C(=O)C2=CC=C(C=C2)CCCCCCCCCC)C=C(C1)N 3,5-diamino-4'-n-decylbenzophenone